CN1C([C@@H](CC1)NC(=O)C1=CN=C2N1N=C(C=C2NC)CN2C(C=CC=C2)=C=O)=C=O (R)-N-(1-methyl-2-carbonylpyrrolidin-3-yl)-8-(methylamino)-6-((2-carbonylpyridin-1(2H)-yl)methyl)imidazo[1,2-b]pyridazine-3-carboxamide